OC=1C=C(C=CC1O)[C@H]1[C@@H](OC2=C(O1)C=CC(=C2)CCNC(C)=O)NC(C)=O trans-2-(3',4'-dihydroxyphenyl)-3-acetylamino-6-(N-acetyl-2'-aminoethyl)-1,4-benzodioxane